FC(C=1C=C(C=CC1)N1C(C=CC2=CN=C3C(=C12)C=CC=C3)=O)(F)F 1-[3-(trifluoromethyl)phenyl]-benzo[h]-1,6-naphthyridin-2(1H)-one